C(C=C)(=O)O.C=CC1=CC=CC=C1 Styrol Acrylate